6-amino-9-(4-((cyclobutylamino)methyl)-2-methoxybenzyl)-2-ethoxy-9H-purin-8-ol NC1=C2N=C(N(C2=NC(=N1)OCC)CC1=C(C=C(C=C1)CNC1CCC1)OC)O